O1COCC(C1)N 1,3-dioxane-5-amine